((3-fluoro-6-(2-methoxypyridin-4-yl)-2-methylphenyl)carbamoyl)-2-methyl-2,3-dihydropyrazolo[5,1-b]oxazole-7-sulfonimidamide FC=1C(=C(C(=CC1)C1=CC(=NC=C1)OC)NC(=O)C1(CN2C(O1)=C(C=N2)S(=O)(N)=N)C)C